(9S)-N-(2-Amino-3-fluoro-4-((4-(trifluoromethyl)benzyl)amino)phenyl)-9,10-difluorodecanamid NC1=C(C=CC(=C1F)NCC1=CC=C(C=C1)C(F)(F)F)NC(CCCCCCC[C@@H](CF)F)=O